4-heptyloxy-2,2,6,6-tetramethylpiperidin-1-ol C(CCCCCC)OC1CC(N(C(C1)(C)C)O)(C)C